C(C)C=1C=C(C=CC1)CC/C=C/C1=CC=C2CCC(C2=C1)=O 6-((1E)-4-(3-ethylphenyl)but-1-en-1-yl)-2,3-dihydro-1H-inden-1-one